C(C)(C)N1N=CC=2C1=NC(=NC2NC=2N=CN(C2)C2=CC(=C(C(=C2)OC)OC)OC)C(C)CCC 1-isopropyl-6-(pent-2-yl)-N-(1-(3,4,5-trimethoxyphenyl)-1H-imidazol-4-yl)-1H-pyrazolo[3,4-d]pyrimidin-4-amine